4-(4-((1R,5S)-3,8-diazabicyclo[3.2.1]octan-3-yl)-8-fluoro-2-(2,2,2-trifluoroethoxy)pyrido[4,3-d]pyrimidin-7-yl)naphthalen-2-ol [C@H]12CN(C[C@H](CC1)N2)C=2C1=C(N=C(N2)OCC(F)(F)F)C(=C(N=C1)C1=CC(=CC2=CC=CC=C12)O)F